[Pd].C1(=CC=CC=C1)C(C(C)=O)C1=CC=CC=C1.C1(=CC=CC=C1)C(C(C)=O)C1=CC=CC=C1 bis(diphenylpropanone) palladium (0)